methyl trans-3-(4-(tert-butyl) phenyl)-2-(1,3-dithian-2-yl)-4-phenylcyclobut-2-ene-1-carboxylate C(C)(C)(C)C1=CC=C(C=C1)C1=C([C@H]([C@@H]1C1=CC=CC=C1)C(=O)OC)C1SCCCS1